2-(1-(4-Hydroxypiperidin-1-carbonyl)piperidin-4-yliden)-2-(1H-indazol-4-yl)acetonitril OC1CCN(CC1)C(=O)N1CCC(CC1)=C(C#N)C1=C2C=NNC2=CC=C1